(E)-3-((3-((E)-4-(2-oxa-8-azaspiro[4.5]dec-8-ylmethyl)styryl)-1H-indazole-6-yl)methylene)-4-phenylpyrrolidin-2-one trifluoroacetate FC(C(=O)O)(F)F.C1OCCC12CCN(CC2)CC2=CC=C(/C=C/C1=NNC3=CC(=CC=C13)\C=C/1\C(NCC1C1=CC=CC=C1)=O)C=C2